ClC=1C(=C(C=CC1)NC1=C(NC2=C1C(NC[C@@H]2C[C@@H]2OCC2)=O)C2=C(C=NC=C2)F)OC (7S)-3-[(3-chloro-2-methoxyphenyl)amino]-2-(3-fluoropyridin-4-yl)-7-[(2S)-oxetan-2-ylmethyl]-1H,5H,6H,7H-pyrrolo[3,2-c]pyridin-4-one